2-(2-ethoxyethoxy)ethane-1-ol C(C)OCCOCCO